O1[C@@H](CC1)CN1C(=NC2=C1C=C(C=C2)C(=O)O)CN2CCC(CC2)C2=NC(=CC=C2)OCC2=CC=C1C=NN(C1=C2)C2COC2 (S)-1-(oxetan-2-ylmethyl)-2-((4-(6-((1-(oxetan-3-yl)-1H-indazole-6-yl)methoxy)pyridin-2-yl)piperidin-1-yl)methyl)-1H-benzo[d]imidazole-6-carboxylic acid